((S)-3-hydroxypiperidin-1-yl)-6-(6-(trifluoromethyl)pyridin-2-yl)-N-(2-(trifluoromethyl)pyridin-4-yl)-1,3,5-triazin-2-amine O[C@@H]1CN(CCC1)C1=NC(=NC(=N1)C1=NC(=CC=C1)C(F)(F)F)NC1=CC(=NC=C1)C(F)(F)F